2-(hydroxymethyl)-1-methylpropane-1,3-diolOl OCC(C(O)C)(CO)O